[C-]1(C=CC=C1)\C(=C/C1=C(C=C(C=C1)OC)OC)\C1=CC=C(C=C1)OC.[CH-]1C=CC=C1.[Fe+2] (E)-4-(2-ferrocenyl-2-(4-methoxyphenyl)vinyl)-1,3-dimethoxybenzene